CC1=C(C(NC2=NC(=CC=C12)C)=O)C(\C=C\C1=CC=C(C=C1)C)=O (E)-4,7-dimethyl-3-(3-(p-tolyl)acryloyl)-1,8-naphthyridin-2(1H)-one